tert-butyl N-[2-chloro-3-(chlorosulfonyl)pyridin-4-yl]carbamate ClC1=NC=CC(=C1S(=O)(=O)Cl)NC(OC(C)(C)C)=O